C(CCCCCC)(=O)O enanthoic acid